C(C)C1OC2=C(OC1)C=CC=C2N2CCNCC2 3-Ethyl-5-(piperazin-1-yl)-2,3-dihydro-1,4-benzodioxine